2-chloro-4-(5-methoxyindolyl)pyrimidine ClC1=NC=CC(=N1)C=1NC2=CC=C(C=C2C1)OC